5-Chloro-1-indanone ClC=1C=C2CCC(C2=CC1)=O